C(C1=CC=CC=C1)OC(=O)N1C=C(CC1)OC(CCNC=1N=[N+](C2=C([N+]1[O-])C=CC(=C2)OC(F)(F)F)[O-])=O (R)-3-((3-((1-((benzyloxy)carbonyl)pyrroline-3-yl)oxy)-3-oxopropyl)amino)-7-(trifluoromethoxy)benzo[e][1,2,4]triazine-1,4-dioxide